4-((3-((cyclopentyloxy)methyl)-4-(6-methoxy-7-methyl-2,3-dihydrobenzofuran-4-yl)phenyl)amino)tetrahydro-2H-pyran-4-carboxylic acid C1(CCCC1)OCC=1C=C(C=CC1C1=CC(=C(C2=C1CCO2)C)OC)NC2(CCOCC2)C(=O)O